(2R,3R,4R,5S)-1-(2-{2-[(4-azido-2-nitrophenyl)amino]ethoxy}ethyl)-2-(hydroxymethyl)piperidine-3,4,5-triol N(=[N+]=[N-])C1=CC(=C(C=C1)NCCOCCN1[C@@H]([C@H]([C@@H]([C@H](C1)O)O)O)CO)[N+](=O)[O-]